tert-butyl (3RS,4RS)-4-(4-bromo-5-methyl-triazol-1-yl)-3-methyl-piperidine-1-carboxylate BrC=1N=NN(C1C)[C@H]1[C@@H](CN(CC1)C(=O)OC(C)(C)C)C |r|